C[C@H]1N(CCOC1)C1=NC=C(C=N1)[N+](=O)[O-] (3R)-3-methyl-4-(5-nitropyrimidin-2-yl)morpholine